C1(=CC=CC=C1)C=C(C1=CNC2=CC=CC=C12)C1=CNC2=CC=CC=C12 3,3'-(2-Phenylethene-1,1-diyl)bis(1H-indole)